OC(COC(CO)C)C 2-(2-hydroxypropoxy)-propan-1-ol